2,2-dimethyl-tetrahydro-pyran-4-one CC1(OCCC(C1)=O)C